ClC1=CC=C2C(=NC(=NC2=C1)N1CC2(CN(C2)C(C=C)=O)CC1)N[C@H](CC(=O)NC)CC(C)C (3S)-3-((7-chloro-2-(2-(2-propenoyl)-2,6-diazaspiro[3.4]octan-6-yl)-4-quinazolinyl)amino)-N,5-dimethyl-hexanamide